(dimethylphosphorylmethyl)-3-methyl-azetidine CP(=O)(C)CN1CC(C1)C